1-(5-tert-Butylisothiazol-3-yl)-3-(2-(5-hydroxy-1H-indol-2-carbonyl)-1H-indol-5-yl)urea C(C)(C)(C)C1=CC(=NS1)NC(=O)NC=1C=C2C=C(NC2=CC1)C(=O)C=1NC2=CC=C(C=C2C1)O